[2-[2-[tert-butyl(dimethyl)silyl]oxyethyl]-4-iodo-5-[(3S)-1-methylsulfonylpyrrolidin-3-yl]oxy-pyrazol-3-yl]methanol [Si](C)(C)(C(C)(C)C)OCCN1N=C(C(=C1CO)I)O[C@@H]1CN(CC1)S(=O)(=O)C